3-hydroxy-5-pentylphenolate OC=1C=C(C=C(C1)CCCCC)[O-]